4-(5-(3,5-dichlorophenyl)-5-(trifluoromethyl)-4,5-dihydroisoxazol-3-yl)-N-(1-(2,2-difluoroethyl)-5-(trifluoromethyl)-1H-1,2,4-triazol-3-yl)-2-methylbenzamide ClC=1C=C(C=C(C1)Cl)C1(CC(=NO1)C1=CC(=C(C(=O)NC2=NN(C(=N2)C(F)(F)F)CC(F)F)C=C1)C)C(F)(F)F